N-methyl-2-(2,5-dioxo-2,5-dihydro-1H-pyrrol-1-yl)benzamide CNC(C1=C(C=CC=C1)N1C(C=CC1=O)=O)=O